3-(4-methylthiazol-yl)-6-(4-phenylbutoxy)-2-(pyridin-3-yl)-1H-inden-1-one CC=1N=C(SC1)C1=C(C(C2=CC(=CC=C12)OCCCCC1=CC=CC=C1)=O)C=1C=NC=CC1